BrC/C=C/C(=O)N1[C@H](CN(CC1)C=1C2=C(N=C(N1)OC[C@H]1N(CCC1)C)CN(CC2)C2=CC=CC1=CC=CC(=C21)C)CC#N 2-[(2S)-1-[(E)-4-bromobut-2-enoyl]-4-[7-(8-methyl-1-naphthyl)-2-[[(2S)-1-methylpyrrolidin-2-yl]methoxy]-6,8-dihydro-5H-pyrido[3,4-d]pyrimidin-4-yl]piperazin-2-yl]acetonitrile